6-Amino-2-fluoro-N,N-dimethyl-3-((1S,2S)-2-propyl-1',2'-dihydrospiro[cyclopropane-1,3'-pyrrolo[2,3-b]pyridin]-5'-yl)benzamide NC1=CC=C(C(=C1C(=O)N(C)C)F)C=1C=C2C(=NC1)NC[C@@]21[C@H](C1)CCC